C(C)(C)OC(C)(C)C Tert-butyl isopropyl ether